FC(C1=C(C=CC=C1)ON)(F)F O-[2-(trifluoromethyl)phenyl]hydroxylamine